C(C(C)C)C1=C(C=C(CN2CC(N(CC2)[C@@H]2CCC23CCN(CC3)C3=C(C(=O)N)C=CC=C3)C3=C(C=CC=C3)C(C)C)C=C1)OC 2-((R)-4-(4-isobutyl-3-methoxybenzyl)-2-(2-isopropylphenyl)piperazin-1-yl-7-azaspiro[3.5]nonan-7-yl)benzamide